IC1=C(C=CC=C1)NC1=NC(=NC=C1C(=O)N)NC1=C(C=C2CCN(CC2=C1)C)OC 4-[(2-iodophenyl)amino]-2-[(6-methoxy-2-methyl-1,2,3,4-tetrahydroisoquinolin-7-yl)amino]pyrimidine-5-carboxamide